N1(CCCC1)C(=O)[C@H]1CCCC=2N1C(N(N2)CC2CCC(CC2)C(F)(F)F)=O |r| (5RS)-5-(Pyrrolidin-1-ylcarbonyl)-2-{[4-(trifluoromethyl)cyclohexyl]methyl}-5,6,7,8-tetrahydro[1,2,4]triazolo[4,3-a]pyridin-3(2H)-one